4-(4-Fluoro-2-methylphenyl)-5-[4-[(3S)-1-(3-fluoropropyl)pyrrolidin-3-yl]oxyphenyl]-2,3-dihydro-1-benzoxepin-8-ol FC1=CC(=C(C=C1)C=1CCOC2=C(C1C1=CC=C(C=C1)O[C@@H]1CN(CC1)CCCF)C=CC(=C2)O)C